[4aS,9bR]-6-bromo-2,3,4,4a,5,9b-hexahydro-1H-pyrido[4,3-b]indole BrC1=CC=CC=2[C@H]3[C@@H](NC12)CCNC3